C(C1=CC=CC=C1)OC(=O)N1C[C@@H](CC[C@@H]1C)NC=1C2=C(N=CN1)N(C=C2C(=O)OCCC)COCC[Si](C)(C)C propyl 4-(((3r,6s)-1-((benzyloxy) carbonyl)-6-methylpiperidin-3-yl) amino)-7-((2-(trimethylsilyl) ethoxy) methyl)-7H-pyrrolo[2,3-d]pyrimidine-5-carboxylate